trans-1,3,3,3-Tetrafluoropropen F\C=C\C(F)(F)F